N-(R)-4-aza-1-indanyl(2-(3-isopropyl-6-(4-methoxy-2-pyrimidinyl)-1,1-dioxo-5-[2-(tetrahydro-2H-pyran-4-yl)ethyl]-1λ6-thia-4-aza-7-indanyl)-1-thia-6-aza-7-indenyl)amine C1(CCC2=NC=CC=C12)NC=1N=CC=C2C=C(SC12)C=1C(=C(N=C2C(CS(C12)(=O)=O)C(C)C)CCC1CCOCC1)C1=NC=CC(=N1)OC